(S)-1-((3-bromo-5-fluoropyridin-4-yl)methyl)-3,4-dimethyl-2-oxo-N-(2,4,6-trifluorobenzyl)-1,2,3,4-tetrahydroquinazoline-7-carboxamide BrC=1C=NC=C(C1CN1C(N([C@H](C2=CC=C(C=C12)C(=O)NCC1=C(C=C(C=C1F)F)F)C)C)=O)F